NC1=CC=C2C3=C(NC([C@H](C/C=C/CCC(NC2=C1)=O)N)=N3)Cl (E)-(S)-5,15-diamino-18-chloro-8,17,19-triaza-tricyclo[14.2.1.02,7]nonadec-1(18),2,4,6,12,16(19)-hexa-en-9-one